CCOC(=O)C(=C(C)C)N dimethyl amino ethyl acrylate